NC=1C(=NC(=CN1)C1=NC=CC(=C1C#N)OC1CC1)C(=O)NC1=NC=CC=C1N1CCC(CC1)(C)N 3-amino-N-(3-(4-amino-4-methylpiperidin-1-yl)pyridin-2-yl)-6-(3-cyano-4-cyclopropoxypyridin-2-yl)pyrazine-2-carboxamide